2-{[(4-methoxyphenyl)methyl]sulfanyl}-3-phenylpyridine COC1=CC=C(C=C1)CSC1=NC=CC=C1C1=CC=CC=C1